2-formyl-1-benzofuran C(=O)C=1OC2=C(C1)C=CC=C2